dihydroxy-4-methoxy-4'-propoxybenzophenone OC=1C(=C(C(=O)C2=CC=C(C=C2)OCCC)C=CC1OC)O